FC=1C=C(C#N)C=C(C1)OC1=CC=C2C(C([C@]3(CC([C@H](C1=C32)F)(F)F)O)(F)F)(F)F 3-fluoro-5-(((6S,8aR)-1,1,2,2,6,7,7-heptafluoro-8a-hydroxy-1,2,6,7,8,8a-hexahydroacenaphthylen-5-yl)oxy)benzonitrile